C1CCC12CN(CC2)CC=2NC1=CC(=CC=C1C2)CN2N=NC(=C2)C2=C1C=NN(C1=CC(=C2)NCCCl)C2OCCCC2 4-(1-((2-((6-azaspiro[3.4]oct-6-yl)methyl)-1H-indol-6-yl)methyl)-1H-1,2,3-triazol-4-yl)-N-(2-chloroethyl)-1-(tetrahydro-2H-pyran-2-yl)-1H-indazol-6-amine